C12(CC3CC(CC(C1)C3)C2)CC2(NC(OC3=C2C=CC=C3)=O)C3=CC=CC=C3 4-(1-adamantylmethyl)-4-phenyl-1,3-benzoxazin-2(4H)-one